5-chloro-2-methyl-N-((1r,4r)-4-((3-(3-methyl-1-(tetrahydro-2H-pyran-2-yl)-1H-indazol-6-yl)-2-oxo-2,3-dihydro-1H-benzo[d]imidazol-1-yl)methyl)cyclohexyl)nicotinamide ClC=1C=NC(=C(C(=O)NC2CCC(CC2)CN2C(N(C3=C2C=CC=C3)C3=CC=C2C(=NN(C2=C3)C3OCCCC3)C)=O)C1)C